3-amino-3-(1-naphthyl)propionic acid NC(CC(=O)O)C1=CC=CC2=CC=CC=C12